O1CCC2=C1N=CC=C2C(=O)N 2,3-dihydrofuro[2,3-b]pyridine-4-carboxamide